C12=C3C(CCC3C(CC1)C2)OC(C=C)=O acrylic tricyclo[5.2.1.02,6]Decenyl ester